3-(difluoromethyl)-N'-(4-(2,3,6-trimethylphenoxy)phenyl)-1-methyl-1H-pyrazole-4-hydrazide FC(C1=NN(C=C1C(=O)NNC1=CC=C(C=C1)OC1=C(C(=CC=C1C)C)C)C)F